BrC=1C=C2C(CCC(C2=CC1)CC(C)(S(=O)N)C)(F)F (6-bromo-4,4-difluoro-1,2,3,4-tetrahydronaphthalen-1-yl)-2-methylpropan-2-sulfinamide